(S)-1-(5-(6-chloro-7-fluoro-5-methoxy-3-(1H-pyrazol-4-yl)-1H-indol-2-yl)-4H-1,2,4-triazol-3-yl)-N,N-dimethylethan-1-amine ClC1=C(C=C2C(=C(NC2=C1F)C=1NC(=NN1)[C@H](C)N(C)C)C=1C=NNC1)OC